4-amino-1-(1-methyl-1H-pyrazol-4-yl)-2-oxo-7-(trifluoromethyl)-1,2-dihydroquinoline-3-carboxylic acid methyl ester COC(=O)C=1C(N(C2=CC(=CC=C2C1N)C(F)(F)F)C=1C=NN(C1)C)=O